COC1=C(C=CC(=N1)N1CCC(CC1)N1CCN(CC1)C)[N+](=O)[O-] 1-(1-(6-methoxy-5-nitropyridin-2-yl)piperidin-4-yl)-4-methylpiperazine